N-(allyloxy)-4-amino-1-methyl-N-(4-(trifluoromethyl)benzyl)-1H-pyrazolo[4,3-c]quinoline-8-carboxamide C(C=C)ON(C(=O)C1=CC=2C3=C(C(=NC2C=C1)N)C=NN3C)CC3=CC=C(C=C3)C(F)(F)F